C(C)(C)C1=C(C=CC=C1)C1=NC=C2N(C(N(C2=N1)CC1=CC=C(C=C1)N1CC(CC1)C(F)(F)F)=N)C 2-(2-isopropylphenyl)-7-methyl-9-(4-(3-(trifluoromethyl)pyrrolidin-1-yl)benzyl)-7,9-dihydro-8H-purin-8-imine